dibromoaminofluorene BrN(Br)C1=CC=CC=2C3=CC=CC=C3CC12